4-(2-chloro-4-benzoylphenylthio)phenylbis(4-fluorophenyl)sulfonium nonafluorobutanesulfonate FC(C(C(C(S(=O)(=O)[O-])(F)F)(F)F)(F)F)(F)F.ClC1=C(C=CC(=C1)C(C1=CC=CC=C1)=O)SC1=CC=C(C=C1)[S+](C1=CC=C(C=C1)F)C1=CC=C(C=C1)F